5-(DIETHOXYMETHYL)FURAN-2-YLBORONIC ACID C(C)OC(C1=CC=C(O1)B(O)O)OCC